1'-[(2-phenylethylene)bis(oxymethylene)]bis-benzene C1(=CC=CC=C1)C(COCC1=CC=CC=C1)OCC1=CC=CC=C1